CC1=C(SC(=C1)C1=CC=C(C=C1)C1CCN(CC1)CCC)C(=O)N1C[C@H](CC1)NC(OC(C)(C)C)=O tert-butyl (S)-(1-(3-methyl-5-(4-(1-propylpiperidin-4-yl)phenyl)thiophene-2-carbonyl)pyrrolidin-3-yl)carbamate